CNC1=CC=C(OC2=CC=C(C=N2)NC(C2=CC=C(C=C2)C(F)(F)F)=O)C=C1 N-{6-[4-(methylamino)phenoxy]pyridin-3-yl}-4-(trifluoromethyl)benzamide